4-(Dideuterohydroxymethyl)-6-fluoro-benzo[cd]indol-2(1H)-one [2H]C(C=1C=C2C3=C(C(NC3=CC=C2F)=O)C1)(O)[2H]